COP(OC)(=O)CC1=C(C=CC(=C1)CBr)F.CC1NCC(NC1)C=1C=NNC1 2-methyl-5-(1H-pyrazol-4-yl)piperazine dimethyl-(5-(bromomethyl)-2-fluorobenzyl)phosphonate